C(C)(=O)OCC1=CC=CC=C1 ALPHA-ACETOXYTOLUENE